FC1=C(COC2OCCCC2)C=C(C(=C1F)C)[N+](=O)[O-] 2-((2,3-difluoro-4-methyl-5-nitrobenzyl)-oxy)tetrahydro-2H-pyran